tert-butyl ((1s,4s)-4-(aminomethyl)cyclohexyl)carbamate NCC1CCC(CC1)NC(OC(C)(C)C)=O